N-lauroyl-N-methyl-β-alanine C(CCCCCCCCCCC)(=O)N(CCC(=O)O)C